OC1(CCC(CC1)C1N=C2C=C(C(=CC2=C1)NC(=O)C1=NC(=CC=C1)C(F)(F)F)OC)COCCC1CCNCC1 N-(2-((1S,4S)-4-hydroxyl-4-((2-(piperidin-4-yl)ethoxy)methyl)cyclohexyl)-6-methoxy-2H-indol-5-yl)-6-(trifluoromethyl)pyridinecarboxamide